tri(t-butoxy)isopropyl-tin C(C)(C)(C)O[Sn](C(C)C)(OC(C)(C)C)OC(C)(C)C